C(CCC)[NH3+] 1-butanaminium